S1C2=C(C=CC=C2)C(=O)C2=C1C=CC=C2 thiodiphenyl ketone